[6-[4-(trifluoromethyl)imidazol-1-yl]-2-azaspiro[3.3]heptan-2-yl]methanone FC(C=1N=CN(C1)C1CC2(CN(C2)C=O)C1)(F)F